(6-Chloropyridazin-3-yl)octahydrocyclopenta[c]pyrrol-5-amine dihydrochloride Cl.Cl.ClC1=CC=C(N=N1)C1NCC2C1CC(C2)N